(3-((Benzyloxy)methyl)-4-ethyl-5-oxo-4,5-dihydro-1H-1,2,4-triazol-1-yl)-2-(3-(2-((tert-butyldiphenylsilyl)oxy)ethoxy)-2-chlorophenyl)-7-fluoro-4-(prop-1-en-2-yl)isoquinolin-1(2H)-one C(C1=CC=CC=C1)OCC1=NN(C(N1CC)=O)C=1N(C(C2=CC(=CC=C2C1C(=C)C)F)=O)C1=C(C(=CC=C1)OCCO[Si](C1=CC=CC=C1)(C1=CC=CC=C1)C(C)(C)C)Cl